CC(CC=1C2=C(N=C(N1)N1CCOCC1)N(CC2)C2=CC=CC=C2)(C)O 2-methyl-1-(2-morpholino-7-phenyl-6,7-dihydro-5H-pyrrolo[2,3-d]pyrimidin-4-yl)propan-2-ol